7-bromo-5,8-dimethoxy-1,2,3,4-tetrahydronaphthalen-2-amine BrC1=CC(=C2CCC(CC2=C1OC)N)OC